CN1N=CC=2C1=NC=C(C2)C2=C(N=C1N2C=CC=N1)C1=NC(=CC=C1)C 1-methyl-5-(2-(6-methylpyridin-2-yl)-imidazo[1,2-a]pyrimidin-3-yl)-1H-pyrazolo[3,4-b]pyridine